C(C)(=O)OC1CNC(C1)C1=C(C=CC(=C1)Br)C 5-(5-bromo-2-methylphenyl)pyrrolidin-3-yl acetate